C(C)(C)(C)OC(=O)N1[C@@H](CCC1)C(CC(=O)OCC)=O (2S,4R)-2-(3-ethoxy-3-oxopropanoyl)-pyrrolidine-1-carboxylic acid tert-butyl ester